O=N[C@@H](CCCNC(N)=N)C(=O)O oxoarginine